CN(C1=CC=C(C=CC=2C(=NC3=CC=CC=C3C2)C=CC2=CC=C(C=C2)N(C)C)C=C1)C bis[p-(dimethylamino)styryl]quinoline